COC1=CC=C(C=C1)C(CN1N=NC(=C1)C1=CC=C(C=C1)OC)=O 1-(4-methoxyphenyl)-2-(4-(4-methoxyphenyl)-1H-1,2,3-triazol-1-yl)ethan-1-one